2-chloro-5-(4-chloro-2-methyl-2H-indazol-5-yl)-3-methyl-7-{[(trimethylsilyl)methoxy]methyl}-3H,4H,7H-pyrrolo[2,3-d]pyrimidin-4-one ClC=1N(C(C2=C(N1)N(C=C2C2=C(C1=CN(N=C1C=C2)C)Cl)COC[Si](C)(C)C)=O)C